ClC=1N=C(C2=C(N1)C(=CS2)C)SC 2-chloro-7-methyl-4-methylthio-thieno[3,2-d]Pyrimidine